[Cl-].[Mn+2].[Ni+2].N1C(=NCCC1)SCCN1CCCC1.[Cl-].[Cl-].[Cl-] 1-(2-((1,4,5,6-tetrahydropyrimidin-2-yl)thio)ethyl)pyrrolidine nickel-manganese chloride salt